Cl.OC=1C=C(CCN)C=CC1 3-hydroxyphenethylamine hydrochloride